azetidin-3-yl 6-[[4-[[2-(6-methyl-2-pyridyl)pyrimidin-4-yl]amino]pyrimidin-2-yl]amino]pyridine-3-carboxylate CC1=CC=CC(=N1)C1=NC=CC(=N1)NC1=NC(=NC=C1)NC1=CC=C(C=N1)C(=O)OC1CNC1